CC1(CC=C(C=C1)CC(=O)O)C(F)(F)F 4-methyl-2-[4-(trifluoromethyl)phenyl]acetic acid